ClC=1C=C(C(=C(C1)O)C=1N=NC(=CC1)N[C@H]1CN(CCC1)C)F (R)-5-chloro-3-fluoro-2-(6-((1-methylpiperidin-3-yl)amino)pyridazin-3-yl)phenol